N-((4-hydroxyphenyl)sulfonyl)perfluorosulfonamide (Z)-N-(2-hydroxy-3-(piperidin-1-yl)propoxy)nicotinimidate OC(CO\N=C(\C1=CN=CC=C1)/O)CN1CCCCC1.OC1=CC=C(C=C1)S(=O)(=O)NS(=O)(=O)F